CS(=O)(=O)C=1C=C(SC1)C1=NC(=NC=C1C(F)(F)F)NC=1C=C2CCNCC2=CC1SC N-(4-(4-(methylsulfonyl)thiophen-2-yl)-5-(trifluoromethyl)pyrimidin-2-yl)-7-(methylthio)-1,2,3,4-tetrahydroisoquinolin-6-amine